4-(ethylsulfonyl)piperazine-1-carboxamide C(C)S(=O)(=O)N1CCN(CC1)C(=O)N